ClC=1C(=C(C(=O)OCCN(C)C(=O)OC(C)(C)C)C(=CC1)Cl)OC 2-(N-(tert-butyloxycarbonyl)-N-methyl-amino)ethyl 3,6-dichloro-2-methoxybenzoate